7,7-dimethyl-6,8-dihydro-5H-imidazo[1,2-a]pyridine-2-carboxylate CC1(CC=2N(CC1)C=C(N2)C(=O)[O-])C